5-((R)-1-Acetoxy-2,2,2-trifluoroethyl)-2-(7-((S)-2-acetoxypropyl)-2-amino-8-oxo-7,8-dihydro-9H-purin-9-yl)tetrahydrofuran-3-yl acetate C(C)(=O)OC1C(OC(C1)[C@H](C(F)(F)F)OC(C)=O)N1C2=NC(=NC=C2N(C1=O)C[C@H](C)OC(C)=O)N